N1C(C2(C3=CC=CC=C13)CCCCC2)=O spiro[cyclohexane-1,3'-indole]-2'-one